NC1=C2N=C(N(C2=NC(=N1)F)CCCNC(OC(C)(C)C)=O)CC1=CC2=C(OCO2)C=C1I t-butyl (3-(6-amino-2-fluoro-8-((6-iodobenzo[d][1,3]dioxol-5-yl)methyl)-9H-purin-9-yl)propyl)carbamate